(S)-2-(2-chloro-6-fluorobenzamido)-3-(4-(6,7-difluoro-3-methyl-2-oxo-2,3-dihydro-1H-benzo[d]imidazol-1-yl)phenyl)propanoic acid ClC1=C(C(=O)N[C@H](C(=O)O)CC2=CC=C(C=C2)N2C(N(C3=C2C(=C(C=C3)F)F)C)=O)C(=CC=C1)F